n-heneicosylethylenediamine C(CCCCCCCCCCCCCCCCCCCC)NCCN